(E)-3-(5-(benzylthio)-2-nitrophenyl)acrylic acid ethyl ester C(C)OC(\C=C\C1=C(C=CC(=C1)SCC1=CC=CC=C1)[N+](=O)[O-])=O